C1N(CC12CNC2)C=2C=C(C=1N(C2)C(=NC1)C)C1=C(C(=O)N(C(C)C)CC)C=C(C=C1)F 2-(6-{2,6-diazaspiro[3.3]heptane-2-yl}-3-methylimidazo[1,5-a]pyridin-8-yl)-N-ethyl-5-fluoro-N-(isopropyl)benzamide